(6R or S)-(+)-6-methyl-1,4-oxazepan-6-ol C[C@]1(CNCCOC1)O |o1:1|